FC=1C=C(C=O)C=CC1B1OC(C(O1)(C)C)(C)C 3-fluoro-4-(4,4,5,5-tetramethyl-1,3,2-dioxaborolan-2-yl)benzaldehyde